tert-butyl 3-(6-chloro-5,8-difluoro-7-(8-fluoro-3-(methoxymethoxy)naphthalen-1-yl)-2-(methylthio)quinazolin-4-yl)-3,8-diazabicyclo[3.2.1]octane-8-carboxylate ClC=1C(=C2C(=NC(=NC2=C(C1C1=CC(=CC2=CC=CC(=C12)F)OCOC)F)SC)N1CC2CCC(C1)N2C(=O)OC(C)(C)C)F